4-(bromomethyl)-5-cyclopropyl-3-(2-(trifluoromethyl)phenyl)isoxazole BrCC=1C(=NOC1C1CC1)C1=C(C=CC=C1)C(F)(F)F